O=C1NC(CCC1N1C(C2=CC=C(C=C2C1)CC=1C(=NC2=CC=CC=C2C1C(=O)N)C1=CC=NC=C1)=O)=O ((2-(2,6-dioxopiperidin-3-yl)-1-oxoisoindolin-5-yl)methyl)-2-(pyridin-4-yl)quinoline-4-carboxamide